(2S)-1-[N2-(2-benzyl-2-azaspiro[4.5]dec-8-yl)-N6-(methylsulfonyl)-D-lysyl]-4-[(4s,5S)-4-methyl-5-phenyl-4,5-dihydro-1,3-oxazol-2-yl]-N-(thiophen-2-ylmethyl)piperazine-2-carboxamide C(C1=CC=CC=C1)N1CC2(CC1)CCC(CC2)N[C@H](CCCCNS(=O)(=O)C)C(=O)N2[C@@H](CN(CC2)C=2O[C@H]([C@@H](N2)C)C2=CC=CC=C2)C(=O)NCC=2SC=CC2